(R)-N-((S)-8-(5-((4-chloro-2-methyl-2H-indazole-5-yl)thio)-1-methyl-6-oxo-1,6-dihydropyrimidin-2-yl)-2-oxa-8-azaspiro[4.5]decan-4-yl)-2-methylpropane-2-sulfinamide ClC=1C2=CN(N=C2C=CC1SC1=CN=C(N(C1=O)C)N1CCC2([C@@H](COC2)N[S@](=O)C(C)(C)C)CC1)C